C1(=CC=CC=C1)CS(=O)(=O)OC1=C(OC(C1=O)C1=CC=C(C=C1)C#N)N 2-amino-5-(4-cyanophenyl)-4-oxo-4,5-dihydrofuran-3-yl phenylmethanesulfonate